4-(3-bromophenyl)piperidine BrC=1C=C(C=CC1)C1CCNCC1